C1(=CC=CC=C1)C1=C(SC=C1)S(=O)(=O)OC1=NOC(C1)(C(F)(F)F)C1=CC(=CC(=C1)Cl)Cl (5-(3,5-dichlorophenyl)-5-(trifluoromethyl)-4,5-dihydroisoxazol-3-yl) phenyl-thiophene-2-sulfonate